O1CC(C1)OC=1C=C(C=CC1OC)C(CN1C(=CC(C=C1C)=O)C)=O 1-(2-(3-(oxacyclobutan-3-yl-oxy)-4-methoxyphenyl)-2-oxoethyl)-2,6-dimethylpyridin-4(1H)-one